CN1N=CC(=C1)C1=C(C=CC=C1)B1OC(C(O1)(C)C)(C)C 1-methyl-4-(2-(4,4,5,5-tetramethyl-1,3,2-dioxaborolan-2-yl)phenyl)-1H-pyrazole